CC1(CCC2=C(C=3CCCC3C=C12)NC(=O)NS(=O)(=N)C1=CC2=C(B(OC2O)O)C=C1)C N-((1,1-dimethyl-1,2,3,5,6,7-hexahydro-s-indacen-4-yl)carbamoyl)-1,3-dihydroxy-1,3-dihydrobenzo[c][1,2]oxaborole-5-sulfonimidamide